CNCC1=NN=C(O1)[C@@H](CCCCNC(OC(C)(C)C)=O)NC(OC(C)(C)C)=O di-tert-butyl [(1R)-1-{5-[(methylamino)methyl]-1,3,4-oxadiazol-2-yl}pentane-1,5-diyl]biscarbamate